C(=O)(O)C(C)NC=1NC(C=2N=CN([C@H]3C[C@H](O)[C@@H](CO)O3)C2N1)=O N2-(1-Carboxyethyl)-2'-Deoxy-Guanosine